CC(C)(C)S(=O)\N=C(/C)\C1=CC=C(C=C1)S(=O)(=O)N 4-[(1E)-1-[(2-methylpropane-2-sulfinyl)imino]ethyl]benzene-1-sulfonamide